3-(Undecyloxy)-2,2-bis((undecyloxy)methyl)propyl 4-(4-(2-hydroxyethyl)piperazin-1-yl)butanoate OCCN1CCN(CC1)CCCC(=O)OCC(COCCCCCCCCCCC)(COCCCCCCCCCCC)COCCCCCCCCCCC